N-[5-[5-[(3-aminocyclobutyl)methoxy]-2-methyl-4-pyridyl]pyrazolo[1,5-a]pyridin-2-yl]cyclopropanecarboxamide NC1CC(C1)COC=1C(=CC(=NC1)C)C1=CC=2N(C=C1)N=C(C2)NC(=O)C2CC2